C12CNCC(CC1)N2C=2SC=1CN(CCC1N2)C(=O)C2=C(C=CC=C2)OC(C)C (2-(3,8-diazabicyclo[3.2.1]octan-8-yl)-6,7-dihydrothiazolo[5,4-c]pyridin-5(4H)-yl)(2-isopropoxyphenyl)methanone